5-amino-7-(4-nitrophenyl)-3-(p-tolyl)-7H-thiazolo[3,2-a]pyrimidine-6-carbonitrile NC1=C(C(N=C2N1C(=CS2)C2=CC=C(C=C2)C)C2=CC=C(C=C2)[N+](=O)[O-])C#N